ClC=1C(=CC(=C(C1)NC(=O)C1=CN(C(=C1C1(C(NC2=CC(=CC=C12)Cl)=O)O)C(C)C)C=1C(=NC(=NC1)OC)OC)F)F N-(5-chloro-2,4-difluorophenyl)-4-(6-chloro-3-hydroxy-2-oxo-2,3-dihydro-1H-indol-3-yl)-1-(2,4-dimethoxypyrimidin-5-yl)-5-(propan-2-yl)-1H-pyrrole-3-carboxamide